acetthiamide HCl Cl.C(C)(N)=S